1-((2S,3S)-1-Methyl-5-oxo-2-(pyridin-3-yl)pyrrolidin-3-yl)-1-oxo-5,8,11,14,17,20,23,26,29,32,35,38,41,44,47,50,53,56,59,62-icosaoxa-2-azapentahexacontan-65-oic acid hydrochloride Cl.CN1[C@@H]([C@H](CC1=O)C(NCCOCCOCCOCCOCCOCCOCCOCCOCCOCCOCCOCCOCCOCCOCCOCCOCCOCCOCCOCCOCCC(=O)O)=O)C=1C=NC=CC1